(2-(3',4'-dichloro-[1,1'-biphenyl]-4-yl)ethyl)-2-(methylamino)pentanamide ClC=1C=C(C=CC1Cl)C1=CC=C(C=C1)CCC(C(=O)N)(CCC)NC